2-(6-((3-bromo-6-methoxy-2-methylbenzyl)oxy)pyridin-2-yl)acetonitrile BrC=1C(=C(COC2=CC=CC(=N2)CC#N)C(=CC1)OC)C